(2S)-1-[2-(1,3-benzothiazole-6-sulfonyl)-2H,4H,5H,6H-pyrrolo[3,4-c]pyrazol-5-yl]-2-(2-fluorophenyl)-3-hydroxypropan-1-one S1C=NC2=C1C=C(C=C2)S(=O)(=O)N2N=C1C(=C2)CN(C1)C([C@H](CO)C1=C(C=CC=C1)F)=O